N1(C2C(CC1)CNC2)C2=C(C=C1C(=N2)N=C(O1)N1CCOCC1)C(=O)NC1=NC(=CC=C1)C=1C=NN(C1)C 5-(Hexahydropyrrolo[3,4-b]pyrrol-1(2H)-yl)-N-(6-(1-methyl-1H-pyrazol-4-yl)pyridin-2-yl)-2-morpholinooxazolo[4,5-b]pyridine-6-carboxamide